N-[3-(2-aminoethyl-carbamoylamino)propyl]-4-[[3-(2,3-difluoro-4-methoxy-phenyl)imidazo[1,2-a]pyrazin-8-yl]amino]-2-ethyl-benzamide NCCN(CCCNC(C1=C(C=C(C=C1)NC=1C=2N(C=CN1)C(=CN2)C2=C(C(=C(C=C2)OC)F)F)CC)=O)C(N)=O